BrC1=CC(=[N+](C=C1)[O-])C(N(C)C1=CC=C(C=C1)F)=O 4-Bromo-2-((4-fluorophenyl)(methyl)carbamoyl)pyridine 1-oxide